ClC=1C=C2CC(N(CC2=C(C1)N1CCCC2=CC(=C(C=C12)C(F)F)C=1C=NN(C1)C)C)=O 6-Chloro-8-[7-(difluoromethyl)-6-(1-methylpyrazol-4-yl)-3,4-dihydro-2H-quinolin-1-yl]-2-Methyl-1,4-dihydroisoquinolin-3-one